N-{(2S,3R)-1-(azetidine-1-carbonyl)-2-[(2,3'-difluoro-5'-methyl[1,1'-biphenyl]-3-yl)methyl]-4,4-difluoropyrrolidin-3-yl}-ethanesulfonamide N1(CCC1)C(=O)N1[C@H]([C@H](C(C1)(F)F)NS(=O)(=O)CC)CC=1C(=C(C=CC1)C1=CC(=CC(=C1)C)F)F